FC=1N=CN(C1)CC=1C=C(C=CC1OC1=CC=CC=C1)N1C(N(C(NC1=O)=O)C1=CC(=CC=C1)C)=O 1-{3-[(4-Fluoro-1H-imidazol-1-yl)methyl]-4-phenoxyphenyl}-3-(3-methylphenyl)-1,3,5-triazinan-2,4,6-trion